[N].C(#N)C=1C=NC=CC1 3-cyanopyridine nitrogen